BrC=1C(=NN(C1C)C)C(C(C)(C)C)=O 1-(4-bromo-1,5-dimethyl-1H-pyrazol-3-yl)-2,2-dimethylpropan-1-one